24-[(2-fluorophenyl)(hydroxy)methyl]Cholan-6(5)-ene FC1=C(C=CC=C1)C(CCC[C@@H](C)[C@H]1CC[C@H]2[C@@H]3CC=C4CCCC[C@]4(C)[C@H]3CC[C@]12C)O